OCC1=NC(=NC=C1)C1CCC(CC1)CC(=O)OC rel-methyl 2-((1s,4s)-4-(4-(hydroxymethyl)pyrimidin-2-yl)cyclohexyl)acetate